5-((1-(tert-butoxycarbonyl)piperidin-4-yl)oxy)-2-methylbenzoic acid C(C)(C)(C)OC(=O)N1CCC(CC1)OC=1C=CC(=C(C(=O)O)C1)C